tert-butyl (4R)-4-methoxy-2-(6-(1-methyl-1H-indazole-5-carboxamido)imidazo[1,2-a]pyrazin-2-yl)pyrrolidine-1-carboxylate CO[C@@H]1CC(N(C1)C(=O)OC(C)(C)C)C=1N=C2N(C=C(N=C2)NC(=O)C=2C=C3C=NN(C3=CC2)C)C1